C(CC)OC1=CC(=CC(=C1)OCCC)OCCC 1,3,5-tripropoxybenzene